(R)-2-(4-oxo-benzo[d][1,2,3]triazin-3(4H)-yl)-N-(2-phenylpropyl)acetamide O=C1C2=C(N=NN1CC(=O)NC[C@H](C)C1=CC=CC=C1)C=CC=C2